C(#N)C(C)(C)C1=CC(=NC=N1)C=1NC2=CC=C(C=C2C1)SCC(=O)O 2-((2-(6-(2-Cyanopropan-2-yl)pyrimidin-4-yl)-1H-indol-5-yl)thio)acetic acid